O=C1NC2=CC=CC=C2C12CCC2 2'-oxo-1'H-spiro[cyclobutane-1,3'-indole]